C1(=CC=CC=C1)NC1=CC=CC=2OC3=C(C21)C=CC=C3 N-phenyldibenzo[b,d]furan-1-amine